3-{3-[5-(difluoromethyl)-1,3,4-oxadiazol-2-yl]-5-fluorophenyl}-4-[(pyridin-2-yl)methyl]-1,3-oxazolidin-2-one FC(C1=NN=C(O1)C=1C=C(C=C(C1)F)N1C(OCC1CC1=NC=CC=C1)=O)F